N-((R)-1-(2-methyl-3-(trifluoromethyl)phenyl)ethyl)-4-(((1S,4S)-6-methyl-6-azaspiro[3.5]nonan-1-yl)amino)-6-oxo-1-(tetrahydro-2H-pyran-4-yl)-1,6-dihydropyridine-3-carboxamide CC1=C(C=CC=C1C(F)(F)F)[C@@H](C)NC(=O)C1=CN(C(C=C1N[C@H]1CC[C@@]12CN(CCC2)C)=O)C2CCOCC2